N1=CC(=CC=C1)CCC1=CC=C(CN2CC(C2)C(=O)O)C=C1 1-(4-(2-(pyridin-3-yl)ethyl)benzyl)azetidine-3-carboxylic acid